2-nonylamino-1,4-benzoquinone C(CCCCCCCC)NC=1C(C=CC(C1)=O)=O